ClC=1C(=C(C(=C(C1)OC1CC1)C#N)C1=C(C=NN1C)C1=CC=C2C(NN=C(C2=C1)C(=O)OC)=O)F racemic-methyl 7-(5-(3-chloro-6-cyano-5-cyclopropoxy-2-fluorophenyl)-1-methyl-1H-pyrazol-4-yl)-4-oxo-3,4-dihydrophthalazine-1-carboxylate